Cl.N1(CCCC1)C1=NC(=NC(N1C1=CC=C(C=C1)C)NC1=CC=C(C=C1)C)N 6-Pyrrolidin-1-yl-N,N1-di-p-tolyl-[1,3,5]triazine-2,4-diamine hydrochloride